6,6''-(6-phenyl-1,3,5-triazine-2,4-diyl)bis(9-(pyrimidin-4-yl)-9H-3,9'-bicarbazole) C1(=CC=CC=C1)C1=NC(=NC(=N1)C=1C=C2C=3C=C(C=CC3N(C2=CC1)C1=NC=NC=C1)N1C2=CC=CC=C2C=2C=CC=CC12)C=1C=C2C=3C=C(C=CC3N(C2=CC1)C1=NC=NC=C1)N1C2=CC=CC=C2C=2C=CC=CC12